C(C)OC(=O)C1=C(C(=NN1C1COC(CC1)CO)C1=CC=C(C=C1)Br)C#N (4-bromophenyl)-4-cyano-1-(6-(hydroxymethyl)tetrahydro-2H-pyran-3-yl)-1H-pyrazole-5-carboxylic acid ethyl ester